2,3-Dibromo-7-chloro-4,6-difluoro-2,3-dihydro-1-benzofuran BrC1OC2=C(C1Br)C(=CC(=C2Cl)F)F